N-((trans-4-(4-methoxy-3-methylphenyl)cyclohexyl)methyl)-3-(4,4,5,5-tetramethyl-1,3,2-dioxaborolan-2-yl)aniline COC1=C(C=C(C=C1)[C@@H]1CC[C@H](CC1)CNC1=CC(=CC=C1)B1OC(C(O1)(C)C)(C)C)C